tert-Butyl 4-{1-[2-(methanesulfonyloxy)ethyl]azetidin-3-yl}piperazine-1-carboxylate CS(=O)(=O)OCCN1CC(C1)N1CCN(CC1)C(=O)OC(C)(C)C